[Br-].ClC=1C=C(C[Zn+])C=CC1 (3-chlorobenzyl)zinc (II) bromide